C(C)N(C(=O)[C@H]1CN(C)[C@@H]2CC3=CN(C4=CC=CC(C2=C1)=C34)C(=O)[C-]3C=CC=C3)CC.[CH-]3C=CC=C3.[Fe+2] 1-(ferrocenecarbonyl)-lysergic acid diethylamide